3-hydroxyhexyl-cyclobutane OC(CCC1CCC1)CCC